tert-Butyl 2-(2-(5-chloro-2-((tetrahydro-2H-pyran-4-yl)amino)pyrimidin-4-yl)-6,6-dimethyl-4-oxo-4,6-dihydro-5H-thieno[2,3-c]pyrrol-5-yl)propionate ClC=1C(=NC(=NC1)NC1CCOCC1)C1=CC2=C(C(N(C2=O)C(C(=O)OC(C)(C)C)C)(C)C)S1